4-(ethoxymethoxy)-2,6-difluorobenzaldehyde C(C)OCOC1=CC(=C(C=O)C(=C1)F)F